BrC=1C=C2C(=CC1)C(NCC21COC1)=O 6-bromo-2,3-dihydro-1H-spiro[isoquinoline-4,3'-oxetan]-1-one